C(C)(C)(C)N=P(N1CCCC1)(N1CCCC1)N1CCCC1 t-butyliminotris(pyrrolidinyl)phosphorane